1-butyl-2,3-dimethylimidazolium tetrachloroaluminate Cl[Al-](Cl)(Cl)Cl.C(CCC)N1C(=[N+](C=C1)C)C